NC1=NC=2C=NC(=CC2C2=C1COC2)C(=O)N(CC2=NC=C(C=C2)C(F)(F)F)CC 4-amino-N-ethyl-N-((5-(trifluoromethyl)-2-pyridinyl)methyl)-1,3-dihydrofuro[3,4-c][1,7]naphthyridine-8-carboxamide